C[C@]12CCC(=O)C=C1CC[C@@H]3C2=CC[C@]4([C@H]3CCC4=O)C androsta-4,9-diene-3,17-dione